C(CCCCCC)OC(=O)C(CC(C(=O)O)(C(=O)O)CC(=C)C(=O)OCCCCCCCC)=C 2-(2-Heptanyloxycarbonylallyl)-2-(2-octyloxycarbonylallyl)-malonic acid